CC1(CCN(CC1)C(=O)NC1=NC=CC(=C1)C1=CNC2=NC=CC(=C21)OC2=CC=C1CCNCC1=C2)C 4,4-Dimethyl-N-(4-(4-((1,2,3,4-tetrahydroisochinolin-7-yl)oxy)-1H-pyrrolo[2,3-b]pyridin-3-yl)pyridin-2-yl)piperidin-1-carboxamid